S1C=NC2=C1C=C(C=C2)C2=CC(=NN2C2=NC(=CC=C2)C)CC(=O)NC2=CC(=CC=C2)Cl 5-(benzo[d]thiazol-6-yl)-N-(3-chlorophenyl)-1-(6-methylpyridin-2-yl)-1H-pyrazole-3-carboxyamide